FC1=CC=C(\C=C(\C=C(\CO)/C)/CCCCCC)C=C1 (E)-4-((E)-4-fluorobenzylidene)-2-methyldec-2-en-1-ol